C(C)(C)(C)[Si](C)(C)OCCN1N=C(C=C1Br)Br tert-butyl-[2-(3,5-dibromopyrazol-1-yl)ethoxy]-dimethyl-silane